methylene-6-((5-isopropyl-1-(3-morpholinyl)propylimidazole-4-yl)methylene)piperazine-2,5-dione C=C1C(NC(C(N1)=O)=CC=1N=C(NC1C(C)C)C(CC)C1NCCOC1)=O